4-[5-(3,5-dichlorophenyl)-5-(trifluoromethyl)-4H-1,2-oxazole-3-yl]-N-[methoxyiminomethyl]-2-methylbenzamide ClC=1C=C(C=C(C1)Cl)C1(CC(=NO1)C1=CC(=C(C(=O)NC=NOC)C=C1)C)C(F)(F)F